IC1=CN(C=2N=C(NC(C21)=O)C(F)(F)F)CC(=O)O 2-(5-iodo-4-oxo-2-(trifluoromethyl)-3H-pyrrolo[2,3-d]pyrimidin-7(4H)-yl)acetic acid